C(CCCCCC(=O)OC(CCCCCCC)CCCCCCC)(=O)OCC(COC(CCC(OCCCC\C=C/CC)OCCCC\C=C/CC)=O)COC(CCC(CCCCC)OC(NCCN1CCCC1)=O)=O 1-(3-((4,4-bis(((Z)-oct-5-en-1-yl)oxy)butanoyl)oxy)-2-(((4-(((2-(pyrrolidin-1-yl)ethyl)carbamoyl)oxy)nonanoyl)oxy)methyl)propyl) 7-(pentadecan-8-yl) heptanedioate